CN1C=C(C2=CC(=CC=C12)Br)C1=NC(=NC=C1)Cl 1-methyl-3-(2-chloro-4-pyrimidinyl)-5-bromoindole